N1C(=CC=C1)[Al](CC)CC (pyrrolyl)(diethyl)aluminum